[(2R,5S)-2-(3-amino-1H-indazol-5-yl)-5-methyl-1-piperidyl]-N-(5,6-dimethyl-3-pyridyl)-2-oxo-acetamide NC1=NNC2=CC=C(C=C12)[C@@H]1N(C[C@H](CC1)C)C(C(=O)NC=1C=NC(=C(C1)C)C)=O